(3S,4S)-4-((3-cyclopropyl-7-((3,5-difluorophenyl)amino)pyrazolo[1,5-a]pyrimidin-5-yl)aminomethyl)piperidin-3-ol C1(CC1)C=1C=NN2C1N=C(C=C2NC2=CC(=CC(=C2)F)F)NC[C@H]2[C@@H](CNCC2)O